COC1=CC=C(C=C1)C(C(NC1=CC=C(C=C1)[Si](C)(C)C)=O)NC(=O)N1CC2(COC2)CC1 N-(1-(4-methoxyphenyl)-2-oxo-2-((4-(trimethylsilyl)phenyl)amino)ethyl)-2-oxa-6-azaspiro[3.4]octane-6-carboxamide